NC1=CC(=NC(=C1C=O)Cl)Cl 4-amino-2,6-dichloronicotinaldehyde